CS(=O)(=NC[C@H]1CNCCO1)C (R)-dimethyl((morpholin-2-ylmethyl)imino)-λ6-sulfanone